methyl cis-3-[(4-cyanopyrimidin-2-yl)amino]-1-methyl-cyclobutanecarboxylate C(#N)C1=NC(=NC=C1)NC1CC(C1)(C(=O)OC)C